N1N=CC=2C1=NC(=NC2)N 1H-PYRAZOLO[3,4-D]PYRIMIDIN-6-YL-AMINE